(S)-2-(2,6-difluorophenyl)-5-(4-(pyrazolo[1,5-a]pyridin-2-yl)-6,7-dihydro-1H-imidazo[4,5-c]pyridin-5(4H)-yl)-1,3,4-oxadiazole FC1=C(C(=CC=C1)F)C=1OC(=NN1)N1[C@@H](C2=C(CC1)NC=N2)C2=NN1C(C=CC=C1)=C2